2-chloro-6-((5-methyl-1H-pyrazol-3-yl)amino)pyrimidine-4-carboxylic acid methyl ester COC(=O)C1=NC(=NC(=C1)NC1=NNC(=C1)C)Cl